BrC1=CC(=C(C(=C1)Cl)N1C(=CC(C2=C(N=CC(=C12)Cl)Cl)=O)C)Cl 1-(4-bromo-2,6-dichlorophenyl)-5,8-dichloro-2-methyl-1,6-naphthyridin-4(1H)-one